C[NH+]1CCC2=CC(=C(C=C2[C@@H]1CC3=CC(=C(C=C3)OC)O)OC)OC The molecule is the (S)-enantiomer of laudanine(1+). It is a conjugate acid of a (S)-laudanine. It is an enantiomer of a (R)-laudanine(1+).